OC1(CN2C=C(C3=CC=CC(=C23)OC1)C(CNC1=C(C=CC(=C1)C1=NC(=NS1)C)C)=O)C 1-(3-hydroxy-3-methyl-3,4-dihydro-2H-[1,4]oxazepino[2,3,4-hi]indol-7-yl)-2-((2-methyl-5-(3-methyl-1,2,4-thiadiazol-5-yl)phenyl)amino)ethan-1-one